P(=O)(OCC(O)O)(OCO)OCO dihydroxyethyl bis(hydroxymethyl) phosphate